3-bromo-5-(1,3-dimethyl-1H-pyrazol-4-yl)pyridine BrC=1C=NC=C(C1)C=1C(=NN(C1)C)C